C1(CC1)OCCNC1COC2=C1C=CC(=C2)C(F)(F)F N-(2-cyclopropyloxyethyl)-6-(trifluoromethyl)-2,3-dihydrobenzofuran-3-amine